2-(4-(4-chloroquinolin-2-yl)phenyl)-4,6-dihydropyrrolo[3,4-c]pyrazole-5(2H)-carboxylic acid tert-butyl ester C(C)(C)(C)OC(=O)N1CC2=NN(C=C2C1)C1=CC=C(C=C1)C1=NC2=CC=CC=C2C(=C1)Cl